(2Z,5E)-6,10-dimethyl-2-(pent-4-en-1-ylidene)undeca-5,9-dien-1-ol C\C(=C/CC/C(/CO)=C/CCC=C)\CCC=C(C)C